1-cyclopropyl-5-iodo-imidazole C1(CC1)N1C=NC=C1I